pentamethylcyclopentadienyl-[N,N'-bis(trimethylsilyl)benzamidine] hafnium dichloride [Cl-].[Cl-].[Hf+2].CC1=C(C(=C(C1(C1=C(C(=N[Si](C)(C)C)N[Si](C)(C)C)C=CC=C1)C)C)C)C